1,4-Bis[2-(3,5-dichloropyridyloxy)]benzene C1=CC(=CC=C1OC2=C(C=C(C=N2)Cl)Cl)OC3=C(C=C(C=N3)Cl)Cl